C1(=C(C=CC=C1)C1=C2CNC(C2=CC=C1)=O)C 4-(o-tolyl)isoindolin-1-one